NC=1OC2=C(N1)C(=CC=C2)N 2,4-diaminobenzoxazole